2,2,2-trifluoro-N-[(2S)-2-[4-(7-methoxy-1-tetrahydropyran-2-yl-3-vinyl-pyrazolo[3,4-c]pyridin-5-yl)-2,5-dimethyl-pyrazol-3-yl]oxypropyl]-N-methyl-acetamide FC(C(=O)N(C)C[C@H](C)OC=1N(N=C(C1C=1C=C2C(=C(N1)OC)N(N=C2C=C)C2OCCCC2)C)C)(F)F